N-((R)-2-fluoro-3-hydroxy-3-methylbutyl)-7-(((S)-1-(2-fluoropyrimidin-5-yl)pyrrolidin-3-yl)amino)-2-(pyridin-3-yl)pyrazolo[1,5-a]pyrimidine-6-carboxamide F[C@H](CNC(=O)C=1C=NC=2N(C1N[C@@H]1CN(CC1)C=1C=NC(=NC1)F)N=C(C2)C=2C=NC=CC2)C(C)(C)O